(S)-3-(7-methylisochroman-1-yl)azetidine CC1=CC=C2CCO[C@H](C2=C1)C1CNC1